C(C=C)O 2-propenol